COC(=O)C1=C(C=CC(=C1)OC)B(O)O 2-METHOXYCARBONYL-4-METHOXYPHENYLBORONIC ACID